ClC1=C(C(=O)N2CC(N(CC2)C2=C(C=C(C=C2)F)F)=O)C=CC=C1C(F)(F)F 4-[2-Chloro-3-(trifluoromethyl)benzoyl]-1-(2,4-difluorophenyl)piperazin-2-one